heptanone phosphate P(=O)(O)(O)O.CC(CCCCC)=O